FC1=C(C=CC(=C1)F)C1=CC(=CC=2C=C(OC21)CNC(OC(C)(C)C)=O)C2=C(C=C(C=C2)C(=O)N2CCC(CC2)(F)F)F tert-Butyl (7-(2,4-difluorophenyl)-5-(4-(4,4-difluoropiperidine-1-carbonyl)-2-fluorophenyl)benzofuran-2-yl)methylcarbamate